2-((S)-4-(4-chlorophenyl)-2,3,9-trimethyl-6H-thieno[3,2-f][1,2,4]triazolo[4,3-a][1,4]diazepin-6-yl)ethan-1-one ClC1=CC=C(C=C1)C1=N[C@H](C=2N(C3=C1C(=C(S3)C)C)C(=NN2)C)CC=O